N-methyl-N-(3-oxo-3-(thiophene-2-yl)propyl)formamide CN(C=O)CCC(C=1SC=CC1)=O